4-bromo-3-methoxymethoxyphenol BrC1=C(C=C(C=C1)O)OCOC